(5SR)-3-(3-Fluorophenyl)-N-[(1R)-3-[(methoxyamino)carbonyl]cyclopent-3-en-1-yl]-5-methyl-4H-1,2-oxazole-5-carboxamide FC=1C=C(C=CC1)C1=NO[C@@](C1)(C(=O)N[C@H]1CC(=CC1)C(=O)NOC)C |&1:10|